(S)-N-(3-amino-1-(hydroxyamino)-3-methyl-1-oxobutan-2-yl)-4-((4-(((2-methoxyethyl)amino)methyl)phenyl)ethynyl)benzamide bistosylate monohydrate O.S(=O)(=O)(O)C1=CC=C(C)C=C1.S(=O)(=O)(O)C1=CC=C(C)C=C1.NC([C@@H](C(=O)NO)NC(C1=CC=C(C=C1)C#CC1=CC=C(C=C1)CNCCOC)=O)(C)C